1-(2-(4-(2-iodobenzoyl)piperazin-1-yl)acetyl)-1',4'-dihydro-2'H-spiro[pyrrolidine-2,3'-quinoline]-2'-one IC1=C(C(=O)N2CCN(CC2)CC(=O)N2CCCC23C(NC2=CC=CC=C2C3)=O)C=CC=C1